FC(C1C(C1)C1=NC=CC(=N1)NC=1N=CC2=C(C=CC(=C2C1)C(C)C)N1CC(C1)CS(=O)(=O)C)F racemic-N-(2-(2-(difluoromethyl)cyclopropyl)pyrimidin-4-yl)-5-isopropyl-8-(3-((methylsulfonyl)methyl)azetidin-1-yl)isoquinolin-3-amine